NC1=NN2C(N=CC=C2)=C1C(=O)NCC=1OC2=C(C1)C=C(C=C2C(=O)OC)Cl Methyl 2-((2-aminopyrazolo[1,5-a]pyrimidine-3-carboxamido)methyl)-5-chlorobenzofuran-7-carboxylate